methyl 1-((3-(trifluoromethyl)cyclobutyl)methyl)-1H-1,2,4-triazole-3-carboxylate FC(C1CC(C1)CN1N=C(N=C1)C(=O)OC)(F)F